tert-butyl N-[3-methyl-5-[[2-oxo-2-[2-(2-oxoindolin-4-yl)-1-piperidyl]acetyl]amino]-2-pyridyl]carbamate CC=1C(=NC=C(C1)NC(C(N1C(CCCC1)C1=C2CC(NC2=CC=C1)=O)=O)=O)NC(OC(C)(C)C)=O